NCCNCCC[Si](O)(O)O N-(2-AMINOETHYL)-3-AMINOPROPYLSILANETRIOL